Tert-butyl (1S,2S,SR)-2-((R)-1-((7-chloro-8-fluoro-2-(methylthio)-4-oxo-3,4-dihydropyrido[4,3-d]pyrimidin-5-yl)oxy)ethyl)-3,8-diazabicyclo[3.2.1]octane-8-carboxylate ClC1=C(C=2N=C(NC(C2C(=N1)O[C@H](C)[C@@H]1[C@@H]2CC[C@@H](CN1)N2C(=O)OC(C)(C)C)=O)SC)F |&1:18|